[Co].[Ni].[Al] ALUMINIUM-NICKEL-COBALT